(S)-5-(benzo[d]oxazol-2-yl)-1-(6-methyl-4-(trifluoromethyl)pyridin-2-yl)pyrrolidin-2-one O1C(=NC2=C1C=CC=C2)[C@@H]2CCC(N2C2=NC(=CC(=C2)C(F)(F)F)C)=O